O=C1NN=C(C2=CC=CC=C12)CC=1C=CC(=C(C(=O)O)C1)F 5-[(3,4-dihydro-4-oxo-1-phthalazinyl)methyl]-2-Fluorobenzoic acid